CN1C=NC=C1C(=O)NC1=CC(=CC=C1)[N+](=O)[O-] 1-methyl-N-(3-nitrophenyl)-1H-imidazole-5-carboxamide